C(C)(C)(C)C1=CC=C(C=C1)N(C(=O)[C@@H]1N(CCC1)C(=O)OCC1=CC=CC=C1)C(C(=O)NC1CC1)C=1C=NC=CC1 benzyl (2R)-2-[(4-tert-butylphenyl)-[2-(cyclopropylamino)-2-oxo-1-(3-pyridyl)ethyl]carbamoyl]pyrrolidine-1-carboxylate